2-(4-cyclopropyl-6-methoxy-pyrimidin-5-yl)-6-[[3-fluoro-4-[1-methyl-4-(trifluoromethyl)imidazol-2-yl]phenyl]methoxy]pyrimidine-4-carboxylic acid C1(CC1)C1=NC=NC(=C1C1=NC(=CC(=N1)C(=O)O)OCC1=CC(=C(C=C1)C=1N(C=C(N1)C(F)(F)F)C)F)OC